Tert-butyl 4-[2-(8-fluoro-2-methyl-imidazo[1,2-a]pyridin-6-yl)-5-oxo-pyrido[4,3-d]pyrimidin-6-yl]-2,6-dimethyl-piperidine-1-carboxylate FC=1C=2N(C=C(C1)C=1N=CC3=C(N1)C=CN(C3=O)C3CC(N(C(C3)C)C(=O)OC(C)(C)C)C)C=C(N2)C